4-((2R,4R)-4-hydroxy-2-methylpyrrolidine-1-carbonyl)-N-(3-((S)-1-((4-methyl-4H-1,2,4-triazol-3-yl)thio)ethyl)phenyl)picolinamide O[C@@H]1C[C@H](N(C1)C(=O)C1=CC(=NC=C1)C(=O)NC1=CC(=CC=C1)[C@H](C)SC1=NN=CN1C)C